N-(2-(7-((2S,5R)-5-amino-2-methylpiperidine-1-carbonyl)-5-methoxy-3-methylimidazo[1,2-a]pyridin-2-yl)-1-(cyclopropylmethyl)-1H-pyrrolo[2,3-b]pyridin-6-yl)-N-methylmethanesulfonamide N[C@@H]1CC[C@@H](N(C1)C(=O)C1=CC=2N(C(=C1)OC)C(=C(N2)C2=CC=1C(=NC(=CC1)N(S(=O)(=O)C)C)N2CC2CC2)C)C